{1-[(2S)-1-phenoxyprop-2-yl]-1H-imidazol-4-yl}methanone O(C1=CC=CC=C1)C[C@H](C)N1C=NC(=C1)C=O